CC1=CN(C2=CC=C(C=C12)NC(C=C)=O)C1=C(N=NC(=C1)NC=1C=NN(C1)C)C N-[3-methyl-1-[3-methyl-6-[(1-methylpyrazol-4-yl)amino]pyridazin-4-yl]indol-5-yl]prop-2-enamide